FC1=C(C=C2CCN(CC2=C1)C1CC2(C1)CCCCC2)C(=O)NO 7-fluoro-N-hydroxy-2-(spiro[3.5]nonan-2-yl)-1,2,3,4-tetrahydroisoquinoline-6-carboxamide